2-Phenyl-4H-thieno[3,2-b]pyrrole-5-carboxylic acid {2-[4-(2-chloro-5-fluoro-phenoxy)-piperidin-1-yl]-2-oxo-ethyl}-amide ClC1=C(OC2CCN(CC2)C(CNC(=O)C2=CC3=C(N2)C=C(S3)C3=CC=CC=C3)=O)C=C(C=C1)F